BrC1=C(C=C2C(N(CC2=C1)C1C(NC(CC1)=O)=O)=O)C#N 6-bromo-2-(2,6-dioxopiperidin-3-yl)-3-oxoisoindoline-5-carbonitrile